N-(5-amino-2-pyridinyl)-N-methylsulfonamide NC=1C=CC(=NC1)N(S(=O)=O)C